[Br-].[Li+] lithium bromide salt